6-(5-Fluoro-2-((4-(1-(methylsulfonyl)cyclopropyl)phenyl)amino)pyrimidin-4-yl)-4,4-dimethyl-3,4-Dihydroisoquinolin FC=1C(=NC(=NC1)NC1=CC=C(C=C1)C1(CC1)S(=O)(=O)C)C=1C=C2C(CN=CC2=CC1)(C)C